1-ethyl-6-fluoro-7-(4-acetylpiperazin-1-yl)-3-(4-nitrocinnamoyl)-quinolin-4(1H)-one C(C)N1C=C(C(C2=CC(=C(C=C12)N1CCN(CC1)C(C)=O)F)=O)C(C=CC1=CC=C(C=C1)[N+](=O)[O-])=O